2-(4-morpholinophenylamino)thiophen O1CCN(CC1)C1=CC=C(C=C1)NC=1SC=CC1